1-[3-acetyl-6-(6,7-dihydro-5H-pyrrolo[2,3-f]benzimidazol-1-yl)-2-pyridyl]-5-methyl-pyrazole-3-carbonitrile C(C)(=O)C=1C(=NC(=CC1)N1C=NC2=C1C=C1C(=C2)NCC1)N1N=C(C=C1C)C#N